3-[(2-aminoethyl)dithio]propionic Acid NCCSSCCC(=O)O